NC1=NC(=C(C(N1)=O)[N+](=O)[O-])N 2,6-diamino-5-nitropyrimidin-4(3H)-one